ClC1=C(C=C(C=C1)F)N=C(N)C1=C(C=2N(N=C1)C=C(C2)C=2C=NN(C2)C2OCCCC2)N[C@@H]2CC[C@H](CC2)NC(OC(C)(C)C)=O trans-tert-butyl N-[4-[[3-[N'-(2-chloro-5-fluoro-phenyl)carbamimidoyl]-6-(1-tetrahydro-pyran-2-ylpyrazol-4-yl)pyrrolo[1,2-b]pyridazin-4-yl]amino]cyclohexyl]carbamate